4-(2-chloro-6-methylpyridin-3-yl)-2-[(3R)-3-methylmorpholin-4-yl]-8-(1H-pyrazol-5-yl)-1,7-naphthyridine ClC1=NC(=CC=C1C1=CC(=NC2=C(N=CC=C12)C1=CC=NN1)N1[C@@H](COCC1)C)C